BrC=1C(=C(C(=O)OC=2C(=CC(=C(OCC=3C=NC=C(C#N)C3)C2)C=O)Cl)C=CC1)C 5-((5-((3-bromo-2-methylbenzoyl)oxy)-4-chloro-2-formylphenoxy)methyl)nicotinnitrile